2-(3-ethyl-1,4-diazepan-1-yl)-N-(4-(pyridin-4-yl)phenyl)pyrimidin-4-amine C(C)C1CN(CCCN1)C1=NC=CC(=N1)NC1=CC=C(C=C1)C1=CC=NC=C1